BrC=1C(N(C(=C(C1)F)CN1CC2=CC=CC=C2C1)C)=O 3-bromo-5-fluoro-6-(isoindolin-2-ylmethyl)-1-methylpyridin-2(1H)-one